6-cyclohexyl-2-(4-fluorophenyl)-4-[4-fluoro-2-(2,2,2-trifluoroethoxy)phenyl]-2,3-dihydro-1H-pyrrolo[3,4-c]pyridin-1-one C1(CCCCC1)C1=CC2=C(C(=N1)C1=C(C=C(C=C1)F)OCC(F)(F)F)CN(C2=O)C2=CC=C(C=C2)F